5-chloro-1'-(2-{[2-(3-hydroxy-3-methylcyclobutyl)-7-(trifluoromethyl)-1H-1,3-benzodiazol-5-yl]oxy}ethyl)-1,2-dihydrospiro[indole-3,4'-piperidin]-2-one ClC=1C=C2C(=CC1)NC(C21CCN(CC1)CCOC1=CC2=C(NC(=N2)C2CC(C2)(C)O)C(=C1)C(F)(F)F)=O